FC(C1(CC1)C=1C=C(N)C=CC1)C1=NN=CN1C 3-(1-(fluoro(4-methyl-4H-1,2,4-triazol-3-yl)methyl)cyclopropyl)aniline